NC(C(=O)O)(C)Cl 2-amino-2-chloropropanoic acid